ClC1=C(C=CC=C1)C=1N=C(SC1)N/N=C/C1=C(C=CC=C1)C(=O)OCCCCC (E)-4-(2-chlorophenyl)-2-(2-pentyloxyformylbenzylidenehydrazino)thiazole